N-((1r,4r)-4-(3-Chloro-4-cyanophenoxy)cyclohexyl)-3-fluoro-4-(4-formylpiperidin-1-yl)benzamide ClC=1C=C(OC2CCC(CC2)NC(C2=CC(=C(C=C2)N2CCC(CC2)C=O)F)=O)C=CC1C#N